[P].CC1=C(C(=O)C=2C(=C(C=CC2)[O])C(C2=C(C=C(C=C2C)C)C)=O)C(=CC(=C1)C)C bis(2,4,6-trimethyl-benzoyl)phenyl-oxygen phosphorus